methyl (Z)-2-(6-methyl-3-(((4-methoxyphenyl)sulfonamido) methylene)-4-oxochroman-2-yl)-2-methylpropanoate CC=1C=C2C(\C(\C(OC2=CC1)C(C(=O)OC)(C)C)=C/NS(=O)(=O)C1=CC=C(C=C1)OC)=O